(((5-(2-((1-cyclopropyl-1H-pyrazol-4-yl)amino)-5-methylpyrimidin-4-yl)pyridin-2-yl)oxy)methyl)cyclopropanecarbonitrile C1(CC1)N1N=CC(=C1)NC1=NC=C(C(=N1)C=1C=CC(=NC1)OCC1(CC1)C#N)C